1-(1Z,11Z-octadecadienyl)-2-tetradecanoyl-sn-glycero-3-phosphocholine CCCCCCCCCCCCCC(=O)O[C@H](CO/C=C\CCCCCCCC/C=C\CCCCCC)COP(=O)([O-])OCC[N+](C)(C)C